NC1=C(C=C(C=N1)NC(C(=O)N1[C@H](CC[C@@H](C1)C)C1=CC2=C(NN=C2)S1)=O)CC N-(6-amino-5-ethyl-3-pyridyl)-2-[(2R,5S)-5-methyl-2-(1H-thieno[2,3-c]pyrazol-5-yl)-1-piperidyl]-2-oxo-acetamide